CNCCC1CCN(CC1)C N-methyl-2-(1-methylpiperidin-4-yl)ethan-1-amine